5-methyl-pyrido[4,3-B]indole CN1C2=C(C=3C=CC=CC13)C=NC=C2